S(=O)(C)C sulfinyl-bis-methane